bisoleylacetoacetate C(CCCCCCC\C=C/CCCCCCCC)C(C(CC(=O)[O-])=O)CCCCCCCC\C=C/CCCCCCCC